FC1=CC=C(C=C1)[SiH](C1=CC=C(C=C1)F)C1=CC=C(C=C1)F tris(p-fluorophenyl)silane